((2R,3R,4R,5S)-3,4,5-tris(benzyloxy)-1-(4-phenoxyphenethyl)piperidin-2-yl)methanol ethyl-3-((6-chloropyridazin-3-yl)amino)adamantane-1-carboxylate C(C)C1C2(CC3CC(CC1(C3)NC=3N=NC(=CC3)Cl)C2)C(=O)OC[C@H]2N(C[C@@H]([C@H]([C@@H]2OCC2=CC=CC=C2)OCC2=CC=CC=C2)OCC2=CC=CC=C2)CCC2=CC=C(C=C2)OC2=CC=CC=C2